1-(4-(1-((7-azaspiro[3.5]non-2-yl)methyl)piperidin-4-yl)-1H-pyrazol-1-yl)-N-(2-chloro-4-(trifluoromethyl)phenyl)cyclobutane-1-carboxamide C1C(CC12CCNCC2)CN2CCC(CC2)C=2C=NN(C2)C2(CCC2)C(=O)NC2=C(C=C(C=C2)C(F)(F)F)Cl